FC1(CC(=CC=C1)[N+]#[C-])F 3,3-DIFLUORO-PHENYLISOCYANIDE